CN1CC(C1)(C)S(=O)(=O)C1=CC=C(C=C1)C1=C(C=C(C=C1)C1=NO[C@H](C1)CNC(C)=O)F N-[[(5R)-3-[4-[4-(1,3-Dimethylazetidin-3-yl)sulfonylphenyl]-3-fluoro-phenyl]-4,5-dihydroisoxazol-5-yl]methyl]acetamide